NC1=C(C(=O)OC)C=C(C(=C1)F)OCCCOC1=C(C=C(C(=C1)N)C(=O)OC)F methyl 2-amino-5-(3-(5-amino-2-fluoro-4-(methoxycarbonyl) phenoxy)propoxy)-4-fluorobenzoate